C(C)N(C1=CC=C(C=C1)C(C(F)F)O)CC 1-(4-(diethylamino)phenyl)-2,2-difluoroethane-1-ol